BrC1=CC=CC(=N1)NC(=O)[C@@H]1N(CC(C1)=O)C(=O)OC(C)(C)C (R)-tert-Butyl 2-(6-bromopyridin-2-ylcarbamoyl)-4-oxopyrrolidine-1-carboxylate